(E)-1-((2-(trimethylsilyl)ethoxy)methyl)-1,2-dihydro-3H-pyrazol-3-one C[Si](CCOCN1NC(C=C1)=O)(C)C